FC1=C(CC2(CCC2)CNC(=O)C2=CN=NN2)C=CC(=C1)F N-((1-(2,4-difluorobenzyl)cyclobutyl)methyl)-1H-1,2,3-triazole-5-carboxamide